methyl 4-hydroxyfuro[2,3-c]pyridine-5-carboxylate OC1=C2C(=CN=C1C(=O)OC)OC=C2